3-(6-(diphenylamino)pyrimidine-4-yl)phenol C1(=CC=CC=C1)N(C1=CC(=NC=N1)C=1C=C(C=CC1)O)C1=CC=CC=C1